3-(4-chloro-1H-pyrrolo[2,3-b]pyridin-2-yl)-N-(2-methoxyethyl)benzamide ClC1=C2C(=NC=C1)NC(=C2)C=2C=C(C(=O)NCCOC)C=CC2